(S)-6-amino-2-(1-amino-1,3-dihydrospiro[indene-2,4'-piperidine]-1'-yl)-3-isopropyl-5-((2-(trifluoromethyl)pyridin-3-yl)thio)pyrimidin-4(3H)-one NC1=C(C(N(C(=N1)N1CCC2(CC1)[C@@H](C1=CC=CC=C1C2)N)C(C)C)=O)SC=2C(=NC=CC2)C(F)(F)F